C(N)(=O)C1=CC=C(C=C1)C1=CC(=CC=C1O)CN1[C@H](CCC1)C(=O)N[C@@H](C)C1=CC=C(C(=O)O)C=C1 4-((S)-1-((R)-1-((4'-carbamoyl-6-hydroxy-[1,1'-biphenyl]-3-yl)methyl)pyrrolidine-2-carboxamido)ethyl)benzoic acid